ClC=1C=C2C(=NC1OC)C(=C(N2C)C=2NC(=NN2)[C@@H](COC)N(C)C)C=2C=NNC2 (S)-1-(5-(6-chloro-5-methoxy-1-methyl-3-(1H-pyrazol-4-yl)-1H-pyrrolo[3,2-b]pyridin-2-yl)-4H-1,2,4-triazol-3-yl)-2-meth-oxy-N,N-dimethylethan-1-amine